2,3-dihydro-1H-indene-5-sulfonyl chloride C1CCC2=CC(=CC=C12)S(=O)(=O)Cl